8-methyl-6-(5-methyl-3,4-dihydro-2H-quinoxalin-1-yl)-2-[4-(4-methylpiperazin-1-yl)anilino]pyrido[2,3-d]pyrimidin-7-one CN1C(C(=CC2=C1N=C(N=C2)NC2=CC=C(C=C2)N2CCN(CC2)C)N2CCNC1=C(C=CC=C21)C)=O